C(C)(C)B(O)O ISOPROPYLBORONIC ACID